CC=1OC=CC1C(=O)C1=C(OC=C1)C (2-methylfuran-3-yl) ketone